O=C1C(CN(C1CO[C@@H]1CC[C@@H](CC1)C1=CC=CC=C1)C(=O)OCC1=CC=CC=C1)C(=O)OCC 1-benzyl 3-ethyl 4-oxo-5-((((CIS)-4-phenylcyclohexyl)oxy)methyl)pyrrolidine-1,3-dicarboxylate